7-(1H-indazol-5-yl)isoquinolin-1-amine N1N=CC2=CC(=CC=C12)C1=CC=C2C=CN=C(C2=C1)N